N1(CCNCC1)C=1N=CC(=NC1)N 5-(piperazin-1-yl)pyrazin-2-amine